NC=1C2=C(N=CN1)N(C(=C2C2=CC=C(C=C2)OC2=CC=CC=C2)I)C(C(=O)OC)C methyl 2-(4-amino-6-iodo-5-(4-phenoxyphenyl)-7H-pyrrolo[2,3-d]pyrimidin-7-yl)propanoate